5-(1-(azetidin-3-yl)-1H-pyrazol-4-yl)-3-((2R,4S)-2-(2,5-difluorophenyl)-4-fluoropyrrolidin-1-yl)-1H-pyrazolo[3,4-b]pyridine N1CC(C1)N1N=CC(=C1)C=1C=C2C(=NC1)NN=C2N2[C@H](C[C@@H](C2)F)C2=C(C=CC(=C2)F)F